2-amino-4,4-dimethyl-hexan-1-ol NC(CO)CC(CC)(C)C